3-Cyclopropanol C1CC1O